N-(3-chloro-4-(methylcarbamoyl)phenyl)-1-methyl-5-(1-(prop-2-yn-1-yl)-3-(trifluoromethyl)-1H-pyrazol-4-yl)-1H-imidazole-2-carboxamide ClC=1C=C(C=CC1C(NC)=O)NC(=O)C=1N(C(=CN1)C=1C(=NN(C1)CC#C)C(F)(F)F)C